ClC1=C(C=CC=C1C1=CC=C(C(=N1)OC)CNC[C@@H]1CCC(N1)=O)C1=C(C(=CC=C1)NC=1C2=C(N=C(N1)C(F)(F)F)C=CC=N2)C (S)-5-((((6-(2-chloro-2'-methyl-3'-((2-(trifluoromethyl)pyrido[3,2-d]pyrimidin-4-yl)amino)-[1,1'-biphenyl]-3-yl)-2-methoxypyridin-3-yl)methyl)amino)methyl)pyrrolidin-2-one